C(C)OC=1C=C(C=CC1OC)[C@@H](CS(=O)(=O)C)N1C(C2=CC=CC(=C2C1=O)NC(CCCCC=O)=O)=O N-(2-((S)-1-(3-ethoxy-4-methoxyphenyl)-2-(methylsulfonyl)ethyl)-1,3-dioxoisoindolin-4-yl)-6-oxohexanamide